2-(3-(4-(7H-pyrrolo(2,3-d)pyrimidin-4-yl)-1H-pyrazol-1-yl)-1-(1-(3-fluoro-2-(trifluoromethyl)isonicotinoyl)piperidin-4-yl)azetidin-3-yl)acetonitrile N1=CN=C(C2=C1NC=C2)C=2C=NN(C2)C2(CN(C2)C2CCN(CC2)C(C2=C(C(=NC=C2)C(F)(F)F)F)=O)CC#N